1-(3-fluoro-4-{4-[2-(pyridin-2-yl)acetamido]-1H-1,2,3-triazol-1-yl}butyl)-N-{[2-fluoro-5-(trifluoromethoxy)phenyl]methyl}-1H-1,2,3-triazole-4-carboxamide FC(CCN1N=NC(=C1)C(=O)NCC1=C(C=CC(=C1)OC(F)(F)F)F)CN1N=NC(=C1)NC(CC1=NC=CC=C1)=O